NC1=NC(=C(C(=C1)Cl)Cl)Cl 2-amino-4,5,6-trichloropyridine